2-fluoro-4-(3-(piperidine-1-carbonyl)pyrazolo[1,5-a]pyridin-7-yl)benzonitrile FC1=C(C#N)C=CC(=C1)C1=CC=CC=2N1N=CC2C(=O)N2CCCCC2